FC1=CC=C(OC2CCN(CC2)C2=CC=C(C=N2)C=2C=3N(C=C(C2)OCC(C)(C)O)N=CC3C#N)C=C1 4-(6-(4-(4-fluorophenoxy)piperidin-1-yl)pyridin-3-yl)-6-(2-hydroxy-2-methylpropoxy)pyrazolo[1,5-a]pyridine-3-carbonitrile